tert-butyl (R)-3-((benzyloxy)methyl)-3-formylpyrrolidine-1-carboxylate C(C1=CC=CC=C1)OC[C@@]1(CN(CC1)C(=O)OC(C)(C)C)C=O